BrC1=C(C=C2C(=C(C(=NC2=C1F)SC)C#CCCC(=O)OC)NC1[C@H]2CN([C@@H]1C2)C(=O)OC(C)(C)C)CCC#N tert-butyl (1R,4R)-5-((7-bromo-6-(2-cyanoethyl)-8-fluoro-3-(5-methoxy-5-oxopent-1-yn-1-yl)-2-(methylthio)quinolin-4-yl)amino)-2-azabicyclo[2.1.1]hexane-2-carboxylate